BrC1=C2C=CN(C2=CC=C1)CC(=O)OCC ethyl 2-(4-bromoindol-1-yl)acetate